C(CCC)C1N(S(C2=C(N(C1)C1=CC=CC=C1)C=C(C(=C2)O\C=C(\C(=O)O)/F)SC)(=O)=O)C (Z)-3-((3-butyl-2-methyl-7-(methylthio)-1,1-dioxido-5-phenyl-2,3,4,5-tetrahydrobenzo[f][1,2,5]thiadiazepin-8-yl)oxy)-2-fluoroacrylic acid